butoxycarbonyl-carbamate C(CCC)OC(=O)NC([O-])=O